ethyl 2-({[(tert-butoxy)carbonyl](prop-2-en-1-yl)amino}methyl)pent-4-enoate C(C)(C)(C)OC(=O)N(CC=C)CC(C(=O)OCC)CC=C